(S*)-4-(6-(2-chloro-3,4-difluorophenyl)-5-(propoxycarbonyl)-2-(thiazol-2-yl)-3,6-dihydropyrimidin-4-yl)cubane-1-carboxylic acid ClC1=C(C=CC(=C1F)F)[C@@H]1C(=C(NC(=N1)C=1SC=CN1)C12C3C4C5(C(C14)C2C53)C(=O)O)C(=O)OCCC |o1:9|